3-chloro-N,N-diethyl-1,2,4-triazin-5-amine ClC=1N=NC=C(N1)N(CC)CC